C(C)SC1=NC(=CC(=C1C(=O)NCCC(C1=CC=CC=C1)O)C)N1CCOCC1 2-Ethylsulfanyl-N-(3-hydroxy-3-phenyl-propyl)-4-methyl-6-morpholin-4-yl-pyridine-3-carboxylic acid amide